C(CCCCC)C=1N=NN(C1)C=1C=CC(=C(C1)CO)OC(F)(F)F (5-(4-hexyl-1H-1,2,3-triazol-1-yl)-2-(trifluoromethoxy)phenyl)methanol